tert-butyl (S)-3-((S)-1-hydroxyethyl)morpholine-4-carboxylate O[C@@H](C)[C@H]1N(CCOC1)C(=O)OC(C)(C)C